N-(1-isobutyryl-2-(3-(oxetan-3-ylethynyl)benzyl)pyrrolidin-3-yl)ethane-sulfonamide C(C(C)C)(=O)N1C(C(CC1)NS(=O)(=O)CC)CC1=CC(=CC=C1)C#CC1COC1